4-Methyl-N-((R)-2-(((S)-11-oxo-2,3,10,11-tetrahydro-1H,5H-benzo[d]pyrazolo[1,2-a][1,2]diazepin-10-yl)carbamoyl)butyl)-2-propoxythiazole-5-carboxamide CC=1N=C(SC1C(=O)NC[C@@H](CC)C(N[C@H]1C2=C(CN3N(C1=O)CCC3)C=CC=C2)=O)OCCC